(S)-3-(1-acryloylpyrrolidin-3-yl)-7-amino-1-(4-(3-fluorophenoxy)phenyl)-1,5-dihydro-4H-pyrrolo[2,3-d]pyridazin-4-one C(C=C)(=O)N1C[C@@H](CC1)C1=CN(C=2C(=NNC(C21)=O)N)C2=CC=C(C=C2)OC2=CC(=CC=C2)F